(tetramethylcyclopentadienyl)(2,3,5-trimethylcyclopentadienyl)zirconium CC=1C(=C(C(C1)(C)[Zr]C1C(=C(C=C1C)C)C)C)C